CN([C@H]1C[C@H](CC1)C=1SC(=C(N1)C(F)(F)F)C1=NC(=NC=C1F)NC1CCN(CC1)S(=O)(=O)C)C 4-(2-((1S,3R)-3-(dimethylamino)cyclopentyl)-4-(trifluoromethyl)thiazol-5-yl)-5-fluoro-N-(1-(methylsulfonyl)piperidin-4-yl)pyrimidin-2-amine